1-hexadecyl-2-methyl-1H-benzimidazole C(CCCCCCCCCCCCCCC)N1C(=NC2=C1C=CC=C2)C